(3-bromo-4,5-dihydroisoxazol-5-yl)(piperazin-1-yl)methanone trifluoromethyl-carbonate FC(F)(F)OC(O)=O.BrC1=NOC(C1)C(=O)N1CCNCC1